C(C)(C)(C)OC(=O)N1C(C[C@H](C1)N(C)C)(C(=O)OCC1=CC=CC=C1)CC=CC (4R)-2-(but-2-enyl)-4-(dimethylamino)pyrrolidine-1,2-dicarboxylic acid 2-benzyl 1-tert-butyl ester